(4-acryloyl-1-(6-fluoro-7-(2-fluoro-6-hydroxyphenyl)-1-(2-(methylsulfonyl)phenyl)-2-oxo-1,2-dihydropyrido[2,3-d]pyrimidin-4-yl)piperazin-2-yl)acetamide ethyl-acetat C(C)OC(C)=O.C(C=C)(=O)N1CC(N(CC1)C=1C2=C(N(C(N1)=O)C1=C(C=CC=C1)S(=O)(=O)C)N=C(C(=C2)F)C2=C(C=CC=C2O)F)CC(=O)N